NS(=O)(=O)C=1C=C(C=CC1)N1C(CCC1C(F)(F)F)C(=O)N (3-aminosulfonylphenyl)-5-(trifluoromethyl)pyrrolidine-2-carboxamide